CC=1C=C(C=CC1OC1=CC2=C(N(N=N2)C)C=C1)NC=1C2=C(N=CN1)C=CC(=N2)N2C1CN(CC2C1)C(=O)OC(C)(C)C tert-butyl 6-(4-((3-methyl-4-((1-methyl-1H-benzo[d][1,2,3]triazol-5-yl)oxy)phenyl)amino)pyrido[3,2-d]pyrimidin-6-yl)-3,6-diazabicyclo[3.1.1]heptane-3-carboxylate